COC1=C(CNCC)C=CC=C1 N-(2-methoxybenzyl)ethanamine